FC1(C2(CNC2)CCN(C1)CC1=C2CCN(C2=CC=C1)C=1C=C(C=2N(N1)C(=CN2)C(=O)N[C@H]2[C@@H](CC2)OC)NC)F 6-[4-({5,5-Difluoro-2,7-diazaspiro[3.5]nonan-7-yl}methyl)-2,3-dihydroindol-1-yl]-N-[(1R,2R)-2-methoxycyclobutyl]-8-(methylamino)imidazo[1,2-b]pyridazine-3-carboxamide